1-(4-hydroxy-1H-indol-3-yl)butan-2-amine OC1=C2C(=CNC2=CC=C1)CC(CC)N